2-(((benzyloxy)carbonyl)amino)-3-cyclohexylpropionic acid C(C1=CC=CC=C1)OC(=O)NC(C(=O)O)CC1CCCCC1